ClC=1C=CC(=NC1C#N)N1N=NN=C1CN(C1CCC(CC1)C(=O)OCC)C1CC1 ethyl 4-(((1-(5-chloro-6-cyanopyridin-2-yl)-1H-tetrazol-5-yl)methyl)(cyclopropyl) amino)cyclohexane-1-carboxylate